Cl.F[C@@H](COC1=NC=CC(=C1)CN)C (R)-(2-(2-fluoropropoxy)pyridin-4-yl)methanamine hydrochloride